2-(5,6-difluoro-1H-indol-3-yl)-N-ethyl-2-oxo-N-propylacetamide FC=1C=C2C(=CNC2=CC1F)C(C(=O)N(CCC)CC)=O